OC(C(=O)C1=CC=C(C=C1)CC(=O)O)(C)C 2-[4-(2-Hydroxy-2-methyl-1-oxopropyl)phenyl]ACETIC ACID